C(CCC)(=O)N[C@@H](CC(=O)O)C(=O)O N-butyryl-aspartic acid